FC1=C(C(=CC(=C1)C1=NC(=CN=C1)C1=CC=CC=C1)F)N1CCC(CC1)CC(=O)O 2-[1-[2,6-difluoro-4-(6-phenylpyrazin-2-yl)phenyl]-4-piperidyl]acetic acid